FC(C)(F)C1=NC(=CC(=N1)NC1=CC(=NC=C1OC[C@H]1[C@@H](C1)F)NC(C)=O)C N-(4-((2-(1,1-difluoroethyl)-6-methylpyrimidin-4-yl)amino)-5-(((1S,2R)-2-fluorocyclopropyl)methoxy)pyridin-2-yl)acetamide